2-(cycloheptylmethyl)-6-fluoro-N-(3-methylsulfonylphenyl)indazole-3-carboxamide C1(CCCCCC1)CN1N=C2C=C(C=CC2=C1C(=O)NC1=CC(=CC=C1)S(=O)(=O)C)F